C(C1=CC=CC=C1)C=1C=NC(=NC1)C(CC(NC=1C=NN2C1C=CC(=C2)C=2C=NN(C2)C)C)N 1-(5-benzyl-pyrimidin-2-yl)-3-methyl-N3-(6-(1-methyl-1H-pyrazol-4-yl)pyrazolo[1,5-a]pyridin-3-yl)propane-1,3-diamine